OCCN1C(NCC1)=S 1-(2-hydroxyethyl)2-imidazolidinethione